CC1(OC[C@@H](O1)C(=O)O)C (R)-2,2-dimethyl-1,3-dioxolane-4-carboxylic acid